NC1=C(C(=NC=2N1N=C(C2C)C)N(CC2=NC(=CC=C2)C)C)C#N 7-amino-2,3-dimethyl-5-{methyl-[(6-methylpyridin-2-yl)methyl]amino}pyrazolo[1,5-a]pyrimidine-6-carbonitrile